t-butyl 5-[(t-butyldimethylsilyl)oxy]-2-{2-fluoro-6-[3-methoxypiperidin-1-yl]pyridin-3-yl}-1H-indole-1-carboxylate [Si](C)(C)(C(C)(C)C)OC=1C=C2C=C(N(C2=CC1)C(=O)OC(C)(C)C)C=1C(=NC(=CC1)N1CC(CCC1)OC)F